ethyl (E)-3-(6-(2-((tert-butoxycarbonyl)amino)benzo[d]thiazol-4-yl)-5-fluoro-2-((2-isopropyl-4-methylpyridin-3-yl)amino)pyridin-3-yl)-3-hydroxy-2-(methyl sulfonyl)acrylate C(C)(C)(C)OC(=O)NC=1SC2=C(N1)C(=CC=C2)C2=C(C=C(C(=N2)NC=2C(=NC=CC2C)C(C)C)\C(=C(\C(=O)OCC)/S(=O)(=O)C)\O)F